1'-benzyl-5'-bromo-2,2-diphenylspiro[cyclopropane-1,3'-Indol]-2'-one C(C1=CC=CC=C1)N1C(C2(C3=CC(=CC=C13)Br)C(C2)(C2=CC=CC=C2)C2=CC=CC=C2)=O